C(#N)C1=C(C=C(C2=C1CCO2)C2=CC=C(C=C2)C(C)C)NCC(C(=O)NOC2OCCCC2)=C 2-(((4-cyano-7-(4-isopropylphenyl)-2,3-dihydrobenzofuran-5-yl)amino)methyl)-N-((tetrahydro-2H-pyran-2-yl)oxy)acrylamide